COC=1C=C2C(=NC(=NC2=CC1OC)C)NC(C)C1=CC=C(S1)C1=C(C=CC=C1)NC(C)=O N-[2-(5-{1-[(6,7-dimethoxy-2-methylquinazolin-4-yl)amino]-ethyl}thiophen-2-yl)phenyl]-acetamide